N-(1-adamantyl)-1-amyl-indazole-3-carboxamide C12(CC3CC(CC(C1)C3)C2)NC(=O)C2=NN(C3=CC=CC=C23)CCCCC